dimethyl 3,3'-dithiobis-alaninate N[C@@H](CSSC[C@H](N)C(=O)OC)C(=O)OC